O=C(CNC(=O)C1=NOC(=C1)C1=CC(=CC=C1)F)N1CCC(CC1)OC1=CC(=CC=C1)C(F)(F)F 5-(3-Fluoro-phenyl)-isoxazole-3-carboxylic acid {2-oxo-2-[4-(3-trifluoromethyl-phenoxy)-piperidin-1-yl]-ethyl}-amide